(2R,5S)-tert-butyl 5-((R)-2-hydroxy-1-(2-hydroxybenzamido)ethyl)-1-methylpyrrolidine-2-carboxylate OC[C@H](NC(C1=C(C=CC=C1)O)=O)[C@@H]1CC[C@@H](N1C)C(=O)OC(C)(C)C